C(CCCCC)C=1C=C2C(=CC=NC2=CC1)OC=1C=NC=CC1 6-hexyl-4-(pyridin-3-yloxy)quinolin